BrC1C(C=C(C(=C1[2H])[2H])[2H])([2H])I 1-bromo-2-iodobenzene-2,4,5,6-d4